2-(1-((R)-4-(((R)-6-(2-chloro-3-fluorophenyl)-5-(ethoxycarbonyl)-2-(thiazol-2-yl)-3,6-dihydropyrimidin-4-yl)methyl)-2-methylpiperazin-1-carbonyl)piperidin-4-yl)acetic acid ClC1=C(C=CC=C1F)[C@H]1C(=C(NC(=N1)C=1SC=CN1)CN1C[C@H](N(CC1)C(=O)N1CCC(CC1)CC(=O)O)C)C(=O)OCC